C1(CCC1)C=1N(C(=NN1)NS(=O)(=O)[C@@H](C)[C@H](C)C1=NC=C(C=N1)C)C=1C(=NC=NC1OC)OC (2S,3R)-N-(5-cyclobutyl-4-(4,6-dimethoxy-5-pyrimidinyl)-4H-1,2,4-triazol-3-yl)-3-(5-methyl-2-pyrimidinyl)-2-butanesulfonamide